FC(=C(C(C(C(F)(F)F)(F)F)(F)F)F)S(=O)(=O)[O-] perfluoropentaenesulfonate